(R)-3-fluoro-5-(((1-(hexadecyloxy)-3-hydroxypropan-2-yl)oxy)methyl)benzonitrile FC=1C=C(C#N)C=C(C1)CO[C@@H](COCCCCCCCCCCCCCCCC)CO